4-[3-[2,6-Dichloro-4-[2-(2-methoxyethyl)-2,7-diazaspiro[3.4]octan-7-yl]benzoyl]-2,4-dihydro-1,3-benzoxazin-8-yl]-5-fluoro-2-(3-oxa-8-azabicyclo[3.2.1]octan-8-yl)benzoic acid ClC1=C(C(=O)N2COC3=C(C2)C=CC=C3C3=CC(=C(C(=O)O)C=C3F)N3C2COCC3CC2)C(=CC(=C1)N1CCC2(CN(C2)CCOC)C1)Cl